2-[[5-(2,4-Dichlorophenyl)-2-furanyl]methylene]benzo[b]thiophen-3(2H)-one ClC1=C(C=CC(=C1)Cl)C1=CC=C(O1)C=C1C(C2=C(S1)C=CC=C2)=O